ethyl (R)-1-(1-(3,5-dibromo-4-chloro-1H-pyrazol-1-yl)-3,3-dimethylbutan-2-yl)-4-oxo-1,4-dihydropyridine-3-carboxylate BrC1=NN(C(=C1Cl)Br)C[C@@H](C(C)(C)C)N1C=C(C(C=C1)=O)C(=O)OCC